S1C2=C(C=C1)C=C(C=C2)CNC(=O)[C@@H]2CN(CC2)C=2C=1C(N=CN2)=NN(C1)C1=CC=C(C=C1)C(F)(F)F (S)-N-(benzo[b]thiophen-5-ylmethyl)-1-(2-(4-(trifluoromethyl)phenyl)-2H-pyrazolo[3,4-d]pyrimidin-4-yl)pyrrolidine-3-carboxamide